CC1=CC=C(C=C1)S(=O)(=O)OCCOCCOCCOCCNC(OC(C)(C)C)=O 2,2-dimethyl-4-oxo-3,8,11,14-tetraoxa-5-azahexadecan-16-yl 4-methylbenzenesulfonate